1-(trans-5-([1,1'-biphenyl]-3-yloxy)octahydro-cyclopenta[c]pyrrole-2-carbonyl)-1H-pyrazole-3-carboxylic acid C1(=CC(=CC=C1)OC1CC2C(CN(C2)C(=O)N2N=C(C=C2)C(=O)O)C1)C1=CC=CC=C1